Tin (IV) oxide [Sn](=O)=O